1-bromo-3-ethoxy-5-((3-methylbut-2-en-1-yl)oxy)benzene BrC1=CC(=CC(=C1)OCC=C(C)C)OCC